FC1=C(C=CC=C1F)N1CCC2=C1N=C(N=C2NC)NC21CC(C2)(C1)N1C=NC(=C1)C 7-(2,3-difluorophenyl)-N4-methyl-N2-[3-(4-methylimidazol-1-yl)-1-bicyclo[1.1.1]pentyl]-5,6-dihydropyrrolo[2,3-d]pyrimidine-2,4-diamine